9-(Difluoro-methyl)-8-(6-fluoro-1-methylsulfonyl-1H-indol-4-yl)-1,4,4-trimethyl-5H-[1,2,4]triazolo[4,3-a]quinoxaline FC(C=1C(=CC=C2NC(C=3N(C12)C(=NN3)C)(C)C)C3=C1C=CN(C1=CC(=C3)F)S(=O)(=O)C)F